FC(C=1N=CNC1C#N)(F)F 4-(trifluoromethyl)-1H-imidazole-5-carbonitrile